Sodium (1S,4S)-1-methoxy-4-(4-methyl-6-((5-methyl-1H-pyrazol-3-yl)amino)pyrimidin-2-yl)cyclohexane-1-carboxylate sodium [Na+].COC1(CCC(CC1)C1=NC(=CC(=N1)C)NC1=NNC(=C1)C)C(=O)[O-].[Na+].COC1(CCC(CC1)C1=NC(=CC(=N1)C)NC1=NNC(=C1)C)C(=O)[O-]